7-nitrobenzo-2,1,3-oxadiazole [N+](=O)([O-])C1=CC=CC=2C1=NON2